(3-azabicyclo[3.1.0]hexane-6-yl)carbamate C12CNCC2C1NC([O-])=O